ClN(S(=O)(=O)C1=CC=C(C)C=C1)[Na].[Na] sodium [chloro(p-toluenesulfonyl)amino]sodium